7-(1H-pyrazol-4-yl)imidazo[1,2-a]pyridine N1N=CC(=C1)C1=CC=2N(C=C1)C=CN2